FC1=CC=C(C=C1)C(=O)N1CC(C1)(COC1=CC2=CC=C(C=C2C=C1)OC)C1(CS(C1)=O)O (4-fluorophenyl)(3-(3-hydroxy-1-oxidothietan-3-yl)-3-(((6-methoxynaphthalen-2-yl)oxy)methyl)azetidin-1-yl)methanone